benzyl 4-((1r,5r)-2-(tert-butoxycarbonyl)-2,6-diazabicyclo[3.2.0]hept-6-yl)-2-(methylsulfinyl)-5,6-dihydropyrido[3,4-d]pyrimidine-7(8H)-carboxylate C(C)(C)(C)OC(=O)N1[C@@H]2CN([C@@H]2CC1)C=1C2=C(N=C(N1)S(=O)C)CN(CC2)C(=O)OCC2=CC=CC=C2